The molecule is a 2-amino-1-hydroxyoctadecan-3-one that has S-configuration. It has a role as a mouse metabolite. It derives from a sphinganine. It is a conjugate base of a 3-dehydrosphinganinium(1+). CCCCCCCCCCCCCCCC(=O)[C@H](CO)N